4,7-bis(4-carboxylphenyl)-1,3-dimethyl-benzimidazolium C(=O)(O)C1=CC=C(C=C1)C1=CC=C(C=2[N+](=CN(C21)C)C)C2=CC=C(C=C2)C(=O)O